BrC1=C2CN(C(C2=CC=C1)=O)C1C(NC(CC1)=O)=O 3-(4-bromo-1-oxo-2,3-dihydro-1H-isoindol-2-yl)piperidine-2,6-dione